2-methyl-4-(3-(trifluoromethyl)phenyl)pyrrolidine CC1NCC(C1)C1=CC(=CC=C1)C(F)(F)F